N1N=CC2=CC=CC(=C12)N1C(N([C@H](C1)C#N)C1=CN=CC2=CC=CC=C12)=O (R)-1-(1H-indazol-7-yl)-3-(isoquinolin-4-yl)-2-oxoimidazoline-4-carbonitrile